N-(5-(3-(9H-purin-6-yl)pyridin-2-ylamino)-2-fluorophenyl)-2,4-bis(trifluoromethyl)benzamide N1=CN=C2NC=NC2=C1C=1C(=NC=CC1)NC=1C=CC(=C(C1)NC(C1=C(C=C(C=C1)C(F)(F)F)C(F)(F)F)=O)F